1-bromo-2-methylpropanol BrC(C(C)C)O